N-(3-(2-((2-methoxy-4-(piperazin-1-yl)phenyl)amino)quinazolin-8-yl)phenyl)acrylamide COC1=C(C=CC(=C1)N1CCNCC1)NC1=NC2=C(C=CC=C2C=N1)C=1C=C(C=CC1)NC(C=C)=O